2-[3,3-bis(fluoranyl)butanoylamino]-4-[2-ethoxyethyl-[4-(5,6,7,8-tetrahydro-1,8-naphthyridin-2-yl)butyl]amino]butanoic acid FC(CC(=O)NC(C(=O)O)CCN(CCCCC1=NC=2NCCCC2C=C1)CCOCC)(C)F